C(CCCCC)(=O)O.C(C\C=C/CC)=O cis-3-hexenal hexanoate